FC1=C(CN2C(N([C@H](C3=CC=C(C=C23)C(=O)NCC2=C(C=C(C=C2F)F)F)C)C)=O)C=C(C=C1F)OCCCO (S)-1-(2,3-difluoro-5-(3-hydroxypropoxy)benzyl)-3,4-dimethyl-2-oxo-N-(2,4,6-trifluorobenzyl)-1,2,3,4-tetrahydroquinazoline-7-carboxamide